4-chloro-7-nitrospiro[benzo[d]imidazole-2,1'-cyclohexane] ClC1=CC=C(C2=NC3(CCCCC3)N=C21)[N+](=O)[O-]